C1(CC1)N1N=C(C(=C1NC(=O)[C@H]1C(C1)(F)F)C)C1CC(C1)(F)F (S)-N-(1-cyclopropyl-3-(3,3-difluorocyclobutyl)-4-methyl-1H-pyrazol-5-yl)-2,2-difluoro-cyclopropane-1-carboxamide